methyl (S)-9-(5,6,7,8-tetrahydro-1,8-naphthyridin-2-yl)-2-(((1,3,5-trimethyl-1H-pyrazol-4-yl)methyl)amino)nonanoate N1=C(C=CC=2CCCNC12)CCCCCCC[C@@H](C(=O)OC)NCC=1C(=NN(C1C)C)C